C(C1=CC=CC=C1)OC1=CC=C(N(CCO)CCO)C=C1 4-benzyloxy-N,N-bis(2-hydroxyethyl)aniline